CC1=C(C=C2C=C(N=CC2=C1)NC(=O)[C@@H]1[C@@H]2CCOC[C@H]12)N1CCN(CC1)[C@]1(COCC1)C (1S,6R,7R)-N-(7-methyl-6-(4-((R)-3-methyltetrahydrofuran-3-yl)piperazin-1-yl)isoquinolin-3-yl)-3-oxabicyclo[4.1.0]heptane-7-carboxamide